4-[2-(3-Aminopropylamino)ethyl]-N-[4-[4-[6-cyano-4-(trifluoromethyl)-2-pyridyl]piperazin-1-yl]sulfonylphenyl]benzamide NCCCNCCC1=CC=C(C(=O)NC2=CC=C(C=C2)S(=O)(=O)N2CCN(CC2)C2=NC(=CC(=C2)C(F)(F)F)C#N)C=C1